F[C@H]1C[C@H](N2N=C(N=C21)C(=O)[C@H]2[C@@H](C2)C(=O)OCC)C2=CC=CC=C2 ethyl trans-2-[(5S,7S)-7-fluoro-5-phenyl-6,7-dihydro-5H-pyrrolo[1,2-b][1,2,4]triazole-2-carbonyl]cyclopropanecarboxylate